tert-butyl (5S)-2-hydroxy-5-(hydroxymethyl)pyrrolidine-1-carboxylate OC1N([C@@H](CC1)CO)C(=O)OC(C)(C)C